CC=1NC(C(=CN1)C(=O)OCC)=O ethyl 2-methyl-6-oxo-1,6-dihydropyrimidine-5-carboxylate